6-(trifluoromethyl)isoquinoline-5-amine FC(C1=C(C=2C=CN=CC2C=C1)N)(F)F